methyl (S)-2-phenylpropionate C1(=CC=CC=C1)[C@@H](C(=O)OC)C